ClC1=C(C=CC=C1Cl)C=1N=CC(=C2C(=C(C=NC12)C(=O)N[C@H]1CCOC2=C1C=CC=C2)N(C)C)F 8-(2,3-dichlorophenyl)-N-[(4S)-3,4-dihydro-2H-1-benzopyran-4-yl]-4-(dimethylamino)-5-fluoro-1,7-naphthyridine-3-carboxamide